ClC=1C=C2C(=CN1)N(C(=C2)C2=C(C=C(C=C2)O)C)C 4-[5-chloro-1-methylpyrrolo[2,3-c]pyridin-2-yl]-3-methylphenol